tert-butyl (E)-(4-(3-(dimethylamino)acryloyl)-6-methoxy-2,7-naphthyridin-1-yl)((5-fluoro-2,3-dihydrobenzofuran-4-yl)methyl)carbamate CN(/C=C/C(=O)C1=CN=C(C2=CN=C(C=C12)OC)N(C(OC(C)(C)C)=O)CC1=C(C=CC2=C1CCO2)F)C